6-bromo-2-chloro-7-methylquinazoline BrC=1C=C2C=NC(=NC2=CC1C)Cl